2-[3-{4-[(dimethylamino)methyl]-4-hydroxypiperidine-1-carbonyl}-5,6-dihydrocyclopenta[c]pyrazol-1(4H)-yl]-1-[4-(2,3-dimethylphenyl)piperazin-1-yl]ethan-1-one CN(C)CC1(CCN(CC1)C(=O)C=1C2=C(N(N1)CC(=O)N1CCN(CC1)C1=C(C(=CC=C1)C)C)CCC2)O